NC1=NC2=CC(=CC=C2C=C1Br)OC[C@@]1([C@H]([C@H]([C@@H](C1)N1C=CC2=C1N=CN=C2OC2=CC=CC=C2)O)O)C (1s,2r,3r,5r)-3-(((2-amino-3-bromoquinolin-7-yl)oxy)methyl)-3-methyl-5-(4-phenoxy-7H-pyrrolo[2,3-d]pyrimidin-7-yl)cyclopentane-1,2-diol